COC(=O)C1CCC(CC1)N1N=C(C(=C1)N)Cl (1R,4R)-4-(4-amino-3-chloro-1H-pyrazol-1-yl)cyclohexane-1-carboxylic acid methyl ester